C(CCCCCCC)C(C(=O)O)(C)C1=CC(=C(C(=C1)C(C)(C)C)O)C(C)(C)C octyl-3,5-di-tert-butyl-4-hydroxyphenylpropionic acid